3-chloro-4-(2,6-difluorophenyl)-6-methyl-pyridazine ClC=1N=NC(=CC1C1=C(C=CC=C1F)F)C